(S)-1-(9H-fluoren-9-ylmethoxycarbonyl)pyrrolidine-2-carboxylic acid lithium salt [Li+].C1=CC=CC=2C3=CC=CC=C3C(C12)COC(=O)N1[C@@H](CCC1)C(=O)[O-]